C1(CC1)C1=NC=NC(=C1C=1N=CC2=C(N1)C(=CN2)CC2=CC=C(C=C2)C=2N(C=C(N2)C(F)(F)F)C)OC(F)F 2-[4-cyclopropyl-6-(difluoromethoxy)pyrimidin-5-yl]-7-[[4-[1-methyl-4-(trifluoromethyl)imidazol-2-yl]phenyl]methyl]-5H-pyrrolo[3,2-d]pyrimidine